C(C)(C)(C)OC(=O)N1[C@@H]2C=C(C[C@H]1CC2)C2=CC(=C(C=C2)C)C(=O)OCC2=CC=CC=C2 (1S,5R)-3-(3-benzyloxycarbonyl-4-methyl-phenyl)-8-azabicyclo[3.2.1]oct-2-ene-8-carboxylic acid tert-butyl ester